Cl.C1(CCCC1)CCNC(=N)N 1-(2-cyclopentylethyl)guanidine hydrochloride